4-methylindoline-2,3-dione CC1=C2C(C(NC2=CC=C1)=O)=O